FC=1C=C(C=C(C1O)F)C1=NC=2CCC(C(C2C=C1)=O)CC 2-(3,5-difluoro-4-hydroxyphenyl)-6-ethyl-7,8-dihydroquinolin-5(6H)-one